CC(C(C)O)\C=C\C1C(C(=CC1)C)(C)C (E)-3-methyl-5-(2,2,3-trimethylcyclopent-3-en-1-yl)pent-4-en-2-ol